N1-(4-amino-1,3-dihydrofuro[3,4-c]pyridin-7-yl)-N2-(1-(3-fluoropyridin-2-yl)ethyl)-N2-((5-(trifluoromethoxy)pyridin-2-yl)methyl)oxalamide NC1=NC=C(C2=C1COC2)NC(C(=O)N(CC2=NC=C(C=C2)OC(F)(F)F)C(C)C2=NC=CC=C2F)=O